N-(3,5-dichloro-4-(2,6-dioxopiperidin-3-yl)benzyl)-2-methyl-2-(pyridin-3-yl)propanamide ClC=1C=C(CNC(C(C)(C=2C=NC=CC2)C)=O)C=C(C1C1C(NC(CC1)=O)=O)Cl